BrC1=CC(=C(\C=C\2/CN(CC2)CCCF)C=C1)F (Z)-3-(4-bromo-2-fluorobenzylidene)-1-(3-fluoropropyl)pyrrolidine